BrC1=CC=C(C=C1)NC(=O)N[C@](C)(CC)C(=O)O N-[(4-bromophenyl)carbamoyl]-D-isovaline